C(C)(C)(C)OC(=O)C=1C=[N+](C=CC1)[C@@H]1O[C@@H]([C@H]([C@H]1O)O)CO 3-(Tert-Butoxycarbonyl)-1-((2R,3R,4S,5R)-3,4-dihydroxy-5-(hydroxymethyl)tetrahydrofuran-2-yl)pyridin-1-ium